methyl-aminophenol acetate sulfate S(=O)(=O)(O)O.C(C)(=O)O.CC=1C(=C(C=CC1)O)N